4-{[(1R,3R)-3-hydroxycyclohexyl]amino}-2-(methylsulfanyl)pyrimidine-5-carbaldehyde O[C@H]1C[C@@H](CCC1)NC1=NC(=NC=C1C=O)SC